FC(C1=C(C=C2CCCN(C2=C1)C1=C2C=C(C(N(C2=CC(=N1)N1CC(CC1)C(=O)NC)C)=O)C)C=1C=NN(C1)C)F 1-(5-(7-(difluoromethyl)-6-(1-methyl-1H-pyrazol-4-yl)-3,4-dihydroquinolin-1(2H)-yl)-1,3-dimethyl-2-oxo-1,2-dihydro-1,6-naphthyridin-7-yl)-N-methylpyrrolidine-3-carboxamide